2-((1-Benzhydryl-3-methylazetidin-3-yl)(benzyl)amino)ethyl methane-sulfonate CS(=O)(=O)OCCN(CC1=CC=CC=C1)C1(CN(C1)C(C1=CC=CC=C1)C1=CC=CC=C1)C